ethyl 7-bromo-3-(3-(4-chloro-3,5-dimethylphenoxy)propyl)-1H-indole-2-carboxylate BrC=1C=CC=C2C(=C(NC12)C(=O)OCC)CCCOC1=CC(=C(C(=C1)C)Cl)C